N1(N=NN=C1)C[C@H](C)OC=1C=C(C=CC1Cl)C=1C=NC(=NC1)NC=1C(=NN(C1)C1CC2(CN(C2)C2CCOCC2)C1)C(F)(F)F (S)-5-(3-((1-(1H-tetrazol-1-yl)propan-2-yl)oxy)-4-chlorophenyl)-N-(1-(2-(tetrahydro-2H-pyran-4-yl)-2-azaspiro[3.3]hept-6-yl)-3-(trifluoromethyl)-1H-pyrazol-4-yl)pyrimidin-2-amine